C(C)N1N=CC=C1C1=NC=2N(C(=C1)N1[C@@H](COCC1)C)C(=NC2C2=CC=NN2)C (R)-4-(2-(1-ethyl-1H-pyrazol-5-yl)-6-methyl-8-(1H-pyrazol-5-yl)imidazo[1,5-a]pyrimidin-4-yl)-3-methylmorpholine